N1=CC(=CC=C1)CN=C1C2=CC=CC=C2C=2C=CC=CC12 N-(pyridin-3-ylmethyl)-9H-fluorene-9-imine